1-bromo-3-methyl-6,7,8,9-tetrahydro-4H-quinolizin-4-one BrC=1C=C(C(N2CCCCC12)=O)C